N'-{5-Bromo-6-[(1R)-1-(3,5-difluorophenyl)ethoxy]-2-methyl-pyridin-3-yl}-N-ethyl-N-methylimidoformamid BrC=1C=C(C(=NC1O[C@H](C)C1=CC(=CC(=C1)F)F)C)N=CN(C)CC